ClC=1C(=NC=CC1C=1C(=C(C=CC1)NC(C1=NC=C(C=C1)CNC[C@H]1NC(CC1)=O)=O)C)C1=CC(=C(C=C1)CNC1CCOCC1)OC (S)-N-(3-(3-Chloro-2-(3-methoxy-4-(((tetrahydro-2H-pyran-4-yl)amino)methyl)phenyl)pyridin-4-yl)-2-methylphenyl)-5-((((5-oxopyrrolidin-2-yl)methyl)amino)methyl)picolinamide